OCCC1(CCC1)C(=O)OCC ethyl 1-(2-hydroxyethyl)cyclobutane-1-carboxylate